N-[4-(3-cyanophenyl)-5-(2,6-dimethyl-4-pyridinyl)thiazol-2-yl]-2-oxo-1,9-diazaspiro[5.5]undecane-9-carboxamide C(#N)C=1C=C(C=CC1)C=1N=C(SC1C1=CC(=NC(=C1)C)C)NC(=O)N1CCC2(CCCC(N2)=O)CC1